ClC=1C(=C(C=CC1)NC(=S)C=1C(NCCC1O)=O)OC N-(3-chloro-2-methoxyphenyl)-4-hydroxy-2-oxo-1,2,5,6-tetrahydropyridin-3-thiocarboxamide